tris[3,5-bis(trifluoromethyl)phenyl]-phosphine FC(C=1C=C(C=C(C1)C(F)(F)F)P(C1=CC(=CC(=C1)C(F)(F)F)C(F)(F)F)C1=CC(=CC(=C1)C(F)(F)F)C(F)(F)F)(F)F